Br.BrCC(=O)C1=NC=C(C=C1)OC 2-bromo-1-(5-methoxypyridin-2-yl)ethan-1-one hydrobromide